3-vinylimidazole hydrogensulfate salt S(=O)(=O)(O)O.C(=C)N1C=NC=C1